(R)-2-methyl-N-(5-(5-methyloxazol-2-yl)-2,3-dihydro-1H-inden-1-yl)isonicotinamide CC=1C=C(C(=O)N[C@@H]2CCC3=CC(=CC=C23)C=2OC(=CN2)C)C=CN1